6-fluoro-5-nitro-1H-indole-2,3-dione FC1=C(C=C2C(C(NC2=C1)=O)=O)[N+](=O)[O-]